tert-butyl 3-((tert-butoxycarbonyl)(5-cyanopyrazin-2-yl)amino)-5-(3-fluoro-6-methoxy-2-((4-methoxybenzyl)oxy)phenyl)-1H-pyrazole-1-carboxylate C(C)(C)(C)OC(=O)N(C1=NN(C(=C1)C1=C(C(=CC=C1OC)F)OCC1=CC=C(C=C1)OC)C(=O)OC(C)(C)C)C1=NC=C(N=C1)C#N